p-hydroxyPhenylacetic acid C1=CC(=CC=C1CC(=O)O)O